4-benzyloxy-1,2-dihydrofuro[3,2-f]quinolin-9-ol C(C1=CC=CC=C1)OC1=C2C(=C3C(=CC=NC3=C1)O)CCO2